N-[(6-Amino-2-pyridyl)sulfonyl]-6-(5-fluoro-2-methoxy-3-pyridyl)-2-(2,4,6-trimethylphenoxy)pyridin-3-carboxamid NC1=CC=CC(=N1)S(=O)(=O)NC(=O)C=1C(=NC(=CC1)C=1C(=NC=C(C1)F)OC)OC1=C(C=C(C=C1C)C)C